BrCC1=NC=2C3=C(OC4=C(C2O1)C=CC=C4)C=CC(=C3)Cl 2-bromomethyl-5-chloro-1,8-dioxa-3-aza-dibenzo[e,h]azulene